tert-butyl (1-(4-((1-(4-(((tert-butyldimethylsilyl)oxy)methyl)cyclohex-1-en-1-yl)-2-oxo-1,2-dihydropyrimidin-4-yl)carbamoyl)piperazin-1-yl)-2-methyl-1-oxopropan-2-yl)carbamate [Si](C)(C)(C(C)(C)C)OCC1CC=C(CC1)N1C(N=C(C=C1)NC(=O)N1CCN(CC1)C(C(C)(C)NC(OC(C)(C)C)=O)=O)=O